taurine-glutaric anhydride C(CCCC(=O)O)(=O)OS(CCN)(=O)=O